3-(1,3-dimethylbutylidene)aminopropylmethyldimethoxysilane CC(CC(C)C)=NCCC[Si](OC)(OC)C